3-(4-chlorophenyl)-4-phenyl-N-(pyridin-3-ylsulfonyl)-4,5-dihydro-1H-pyrazole ClC1=CC=C(C=C1)C1=NN(CC1C1=CC=CC=C1)S(=O)(=O)C=1C=NC=CC1